P(=O)(O)(O)CCCCCCCCCCCOC(C=C)=O.FC=1C=C(C=CC1C)N1N=C2N=CN=C(C2=C1)N1CC(NCC1)C(=O)NCC1=CC=C(C=C1)SC 4-(2-(3-fluoro-4-methylphenyl)-2H-pyrazolo[3,4-d]pyrimidin-4-yl)-N-(4-(methylthio)benzyl)piperazine-2-carboxamide 11-phosphonoundecyl-acrylate